iridium oxide iridium [Ir].[Ir]=O